ClC1=C(C=CC(=C1)C)S(=O)(=O)N1CCC2(CC(CO2)NC2CCOCC2)CC1 8-((2-Chloro-4-methylphenyl)sulfonyl)-N-(tetrahydro-2H-pyran-4-yl)-1-oxa-8-azaspiro[4.5]decan-3-amine